CC1=CC2=C(C[C@@H](C3=NC=CC=C3O2)CN)C=C1 |o1:6| (R*)-(7-methyl-10,11-dihydrobenzo[6,7]oxepino[3,2-b]pyridin-11-yl)methanamine